spiro[2.5]oct-5-en-6-ylbenzamide C1CC12CC=C(CC2)C2=C(C(=O)N)C=CC=C2